Isopropyl para-hydroxybenzoate OC1=CC=C(C(=O)OC(C)C)C=C1